methyl-(3-nitro-4-(prop-1-en-2-yl)phenyl)carbamic acid tert-butyl ester C(C)(C)(C)OC(N(C1=CC(=C(C=C1)C(=C)C)[N+](=O)[O-])C)=O